C(C)(=O)OC=1C(=NC=CC1OC)C(=O)N[C@@H](C)C(=O)O[C@@H](C)[C@@H](C(C)C)C1=C(C=C(C=C1)F)C (2S,3S)-3-(4-fluoro-2-methylphenyl)-4-methylpentan-2-yl N-[(3-acetoxy-4-methoxypyridin-2-yl)carbonyl]-L-alaninate